ethyl (2S)-2-{[(E)-{2-chloro-4-fluoro-5-[3-methyl-2,6-dioxo-4-(trifluoromethyl)-3,6-dihydropyrimidin-1(2H)-yl] benzylidene} amino]oxy}propanoate ClC1=C(\C=N\O[C@H](C(=O)OCC)C)C=C(C(=C1)F)N1C(N(C(=CC1=O)C(F)(F)F)C)=O